ClC1=C(C=CC(=C1)F)C1=CC(OC2=CC(=CC=C12)CN(C(=O)N1C[C@H](CCC1)C(=O)OCC)C)=O (S)-ethyl 1-(((4-(2-chloro-4-fluorophenyl)-2-oxo-2H-chromen-7-yl)methyl)(methyl)carbamoyl)piperidine-3-carboxylate